C(C1=CC=CC=C1)(=O)OCCCN1C(C=2N=CN([C@H]3[C@H](OP(N(C(C)C)C(C)C)OCCC#N)[C@H](O[Si](C)(C)C(C)(C)C)[C@@H](COC(C4=CC=CC=C4)(C4=CC=C(C=C4)OC)C4=CC=C(C=C4)OC)O3)C2N=C1)=O 1-[3-(Benzoyloxy)propyl]-5'-O-[bis(4-methoxyphenyl)(phenyl)methyl]-3'-O-[tert-butyl(dimethyl)silyl]-2'-O-{(2-cyanoethoxy)[di(propan-2-yl)amino]phosphanyl}inosine